C(C)OC(=O)C1=CN=C(N1)C 2-methyl-1H-imidazole-5-carboxylic acid ethyl ester